3-aminooxetane-3-carboxamide acetic acid salt C(C)(=O)O.NC1(COC1)C(=O)N